NC1=NC=NN2C1=C(C=C2C=2C=C(C(=NC2C)C)C(=O)N[C@@H]2CN(C[C@@H]2F)C(=O)C2CC(CC2)(F)F)C(F)(F)F 5-[4-amino-5-(trifluoromethyl)pyrrolo[2,1-f][1,2,4]triazin-7-yl]-N-[(3R,4S)-1-(3,3-difluorocyclopentanecarbonyl)-4-fluoropyrrolidin-3-yl]-2,6-dimethylpyridine-3-carboxamide